OC=1C(=C2CCC(C2=CC1)=O)C 5-hydroxy-4-methyl-2,3-dihydro-1H-inden-1-one